4-chloro-1H-indole-2-carbohydrazide ClC1=C2C=C(NC2=CC=C1)C(=O)NN